N-(2,3-dihydro-4H-benzo[b][1,4]oxazin-4-yl)-3-isopropyl-8-(2,3,5-trifluorophenyl)-imidazo[1,2-a]pyridine-2-carboxamide O1C2=C(N(CC1)NC(=O)C=1N=C3N(C=CC=C3C3=C(C(=CC(=C3)F)F)F)C1C(C)C)C=CC=C2